tert-butyl (3R,4R)-4-(4-(2-butyl-1-oxo-1,2-dihydro-2,7-naphthyridin-4-yl)-2,6-difluorophenoxy)-3-fluoropiperidine-1-carboxylate C(CCC)N1C(C2=CN=CC=C2C(=C1)C1=CC(=C(O[C@H]2[C@@H](CN(CC2)C(=O)OC(C)(C)C)F)C(=C1)F)F)=O